C1(CC1)C1=NC=NC(=C1C=1N=CC2=C(N1)N(C(C(=C2)C)=O)CC2=CC=C(C=C2)C=2N(C=C(N2)C(F)(F)F)C)OC 2-(4-cyclopropyl-6-methoxypyrimidin-5-yl)-6-methyl-8-({4-[1-methyl-4-(trifluoromethyl)imidazol-2-yl]phenyl}methyl)pyrido[2,3-d]pyrimidin-7-one